CC(=C=CCC(C)=O)CCC=C(CCC=C(C)C)C 6,10,14-trimethylpentadec-4,5,9,13-tetraen-2-one